3-((triisopropylsilyl)ethynyl)-6,7-dihydro-4H-pyrazolo[5,1-C][1,4]oxazine C(C)(C)[Si](C(C)C)(C(C)C)C#CC=1C=NN2C1COCC2